O=C1N(C=CC=C1)C1CCC(CC1)NC(OC(C)(C)C)=O tert-Butyl ((1r,4r)-4-(2-oxopyridin-1(2H)-yl)cyclohexyl)carbamate